2-(4-(((5-fluoro-4-oxo-2-(2-(tetrahydro-2H-pyran-4-yl)ethyl)-3,4-dihydroquinazolin-7-yl)oxy)methyl)piperidin-1-yl)acetic acid FC1=C2C(NC(=NC2=CC(=C1)OCC1CCN(CC1)CC(=O)O)CCC1CCOCC1)=O